OCC=1C=C(C=CC1OC(F)(F)F)B(O)O 3-HYDROXYMETHYL-4-(TRIFLUOROMETHOXY)PHENYLBORONIC ACID